hydroxypentadecylic acid OC(C(=O)O)CCCCCCCCCCCCC